(R)-1-(1-(7,8-difluoro-1-oxo-1,2-dihydroisoquinolin-4-yl)ethyl)-3-(3-chlorophenyl)-1-methylurea FC1=CC=C2C(=CNC(C2=C1F)=O)[C@@H](C)N(C(=O)NC1=CC(=CC=C1)Cl)C